COC1=C(CN(C2=CC(=NC(=N2)C2=CC=CC=C2)C(=O)O)CCCCOC)C=CC(=C1)OC 6-((2,4-dimethoxybenzyl)(4-methoxybutyl)amino)-2-phenylpyrimidine-4-carboxylic acid